(7-(2-(4-(6-Fluorobenzo[b]thiophen-4-yl)piperazin-1-yl)ethyl)-2-oxo-3,4-dihydroquinolin-1(2H)-yl)methyl benzoate C(C1=CC=CC=C1)(=O)OCN1C(CCC2=CC=C(C=C12)CCN1CCN(CC1)C1=CC(=CC=2SC=CC21)F)=O